6-amino-2-(3,5-dichloro-4-((1-isopropyl-6-oxo-1,6-dihydropyridin-3-yl)oxy)phenyl)-1,2,4-triazine NC1=CN=CN(N1)C1=CC(=C(C(=C1)Cl)OC1=CN(C(C=C1)=O)C(C)C)Cl